C1(CC1)S(=O)(=O)C1(CC1)CN1C(C2=C(CC1)C(=NN2C)C2=NOCC2)=O 3-(6-((1-(Cyclopropylsulfonyl)cyclopropyl)methyl)-1-methyl-7-oxo-4,5,6,7-tetrahydro-1H-pyrazolo[3,4-c]pyridin-3-yl)-4,5-dihydroisoxazol